ClC=1C=C2CN(C(C2=CC1F)=O)C1C(NC(CC1)=O)=O 3-(5-chloro-6-fluoro-1-oxoisoindolin-2-yl)piperidine-2,6-dione